COC1=CC=C(C=C1)C(CCC1=CC=CC=C1)NS(=O)(=O)C1=CC=C(C=C1)C N-(1-(4-Methoxyphenyl)-3-phenylpropyl)-4-methylbenzenesulfonamide